C(C1=CC=CC=C1)N1C2(CN(C2)C(C)(C)C)CN(C[C@H]1C)CC1=CC=CC=C1 5,8-dibenzyl-2-(tert-butyl)(R)-6-methyl-2,5,8-triazaspiro[3.5]nonane